C(C)(C)(C)NC1CN(CC1)C=1N=NC(=CN1)C=1C=C2C=CN=CC2=CC1OC N-tert-butyl-1-[6-(7-methoxyisoquinolin-6-yl)-1,2,4-triazin-3-yl]pyrrolidin-3-amine